β-methoxy-N,N-dimethyl-propionamide COCCC(=O)N(C)C